C(C)(C)(C)OC(=O)N1CCC(CC1)[C@@H]1CCNC=2N1N=[14C](C2C#N)C2=CC=C(C=C2)OC2=CC=CC=C2 (S)-4-(3-cyano-2-(4-phenoxyphenyl)-4,5,6,7-tetrahydro[2-14C]Pyrazolo[1,5-a]Pyrimidin-7-yl)piperidine-1-carboxylic acid tert-butyl ester